(R)-1-(2-chlorophenyl)ethyl (tert-butoxycarbonyl)(5-(4-hydroxyphenyl)-3-methylisoxazol-4-yl)carbamate C(C)(C)(C)OC(=O)N(C(O[C@H](C)C1=C(C=CC=C1)Cl)=O)C=1C(=NOC1C1=CC=C(C=C1)O)C